chlorobenzoic acid sodium salt [Na+].ClC1=C(C(=O)[O-])C=CC=C1